FC1=CC=C(C=C1)C1N(CCC(C1)=O)C(=O)OCC1=CC=CC=C1 benzyl 2-(4-fluorophenyl)-4-oxo-piperidine-1-carboxylate